OCC(CO)OCC(COC(CO)CO)(CO)N1N=NC(=C1)CCCC(=O)O 4-(1-(1,3-bis((1,3-dihydroxypropan-2-yl)oxy)-2-(hydroxymethyl)propan-2-yl)-1H-1,2,3-triazol-4-yl)butanoic acid